(S)-4-(3-(cyanomethyl)piperazin-1-yl)-7-(8-methylnaphthalen-1-yl)-5,6,7,8-tetrahydro-1,7-naphthyridine-2-carboxylic acid C(#N)C[C@H]1CN(CCN1)C1=CC(=NC=2CN(CCC12)C1=CC=CC2=CC=CC(=C12)C)C(=O)O